Tert-butyl 2-bromopropylcarbamate BrC(CNC(OC(C)(C)C)=O)C